FC(C(C)(C)O)(F)C=1C(=C(C=CC1)[C@@H](C)NC1=NC(=NC2=CC3=C(C=C12)[C@](C(N3C)=O)(C(=O)OCC)C)C)F (R)-ethyl 4-(((R)-1-(3-(1,1-difluoro-2-hydroxy-2-methylpropyl)-2-fluorophenyl) ethyl) amino)-2,6,8-trimethyl-7-oxo-7,8-dihydro-6H-pyrrolo[3,2-g]quinazoline-6-carboxylate